Cl.CN(CCC1=CNC2=CC=CC(=C12)OC(=O)N1CCOCC1)C morpholine-4-carboxylic acid 3-(2-(dimethylamino) ethyl)-1H-indol-4-yl ester HCl salt